sodium (S)-3-(3'-chlorobiphenyl-3-yl)-3-(3-(1-methyl-4-oxido-2-oxo-1,2-dihydro pyridin-3-yl) ureido)propanoate ClC=1C=C(C=CC1)C1=CC(=CC=C1)[C@H](CC(=O)[O-])NC(=O)NC=1C(N(C=CC1[O-])C)=O.[Na+].[Na+]